3-(1H-imidazol-1-yl)propan-1-amine N1(C=NC=C1)CCCN